C1(CCCCCCCCCCCO1)=O Dodecanolactone